N-(3-methylbutyl)-4-((2-cyclopropyl-4-(pyridin-2-ylmethoxy)phenyl)amino)benzamide CC(CCNC(C1=CC=C(C=C1)NC1=C(C=C(C=C1)OCC1=NC=CC=C1)C1CC1)=O)C